ClC=1SC2=C(N(C=3C(N(N=CC32)CC3=CC(=CC=C3)OC)=O)C)N1 2-chloro-6-(3-methoxybenzyl)-4-methyl-4H-thiazolo[5',4':4,5]pyrrolo[2,3-d]pyridazin-5(6H)-one